(S)-2-allyl-6-((4-((2-hydroxy-1-phenylethyl)amino)-5-(3-morpholino-1,2,4-oxadiazol-5-yl)pyridin-2-yl)amino)-1-isopropyl-1,2-dihydro-3H-pyrazolo[3,4-b]pyridin-3-one C(C=C)N1N(C2=NC(=CC=C2C1=O)NC1=NC=C(C(=C1)N[C@H](CO)C1=CC=CC=C1)C1=NC(=NO1)N1CCOCC1)C(C)C